N-(1-(fluoromethyl)cyclopropyl)-1-(3-methyl-3-(methylamino)but-1-yn-1-yl)indolizine-6-sulfonamide FCC1(CC1)NS(=O)(=O)C1=CN2C=CC(=C2C=C1)C#CC(C)(NC)C